FCC1(CC1)NC(C1=C(C=CC=C1)C)=O N-(1-(fluoromethyl)cyclopropyl)-2-methylbenzamide